N1=CC=C2N1CC(NC2=O)=O pyrazolo[1,5-a]pyrazine-4,6(5h,7h)-dione